C(C)(=O)NC=1N=C2N(N=C(C=C2)C=2C=C(C(=NC2)OC)C(=O)NCC2=C(C=CC=C2OCC(F)(F)F)F)C1 5-{2-acetamidoimidazo[1,2-b]pyridazin-6-yl}-N-{[2-fluoro-6-(2,2,2-trifluoroethoxy)phenyl]methyl}-2-methoxypyridine-3-carboxamide